N-(2-ethoxymethyl)acrylamide CCOCNC(C=C)=O